N-(3-chlorophenyl)-1-phenyl-1H-indazole-3-carboxamide ClC=1C=C(C=CC1)NC(=O)C1=NN(C2=CC=CC=C12)C1=CC=CC=C1